COC(=O)[C@H]1OC2(O[C@@H]1C1=C(C=C(C=C1)Cl)Cl)CCCCC2 (2S,3R)-methyl-3-(2,4-dichlorophenyl)-1,4-dioxaspiro[4.5]decane-2-carboxylate